OC=1C(=CC2=C(C(=C(O2)C2=CC=CC=C2)C(=O)O)C1)C(=O)N1CCCCC1 5-hydroxy-2-phenyl-6-(piperidine-1-carbonyl)benzofuran-3-carboxylic acid